C(C)C=1C=CC(=NC1)C 5-ethyl-2-methyl-pyridine